CCCCC=CCC Octane-5-en